FC(OC=1C(=NC=CC1)CN1C(C(=CC2=C1N=C(N=C2)C)N2CCN(CC2)C2=C(C=CC=C2C)F)=O)F 8-((3-(Difluoromethoxy)pyridin-2-yl)methyl)-6-(4-(2-fluoro-6-methylphenyl)piperazin-1-yl)-2-methylpyrido[2,3-d]pyrimidin-7(8H)-one